4,5-dihydro-3H-pyridazino[4,5-b]indole-7-carboxamide C1=NNCC=2NC=3C=C(C=CC3C21)C(=O)N